N-(3-phenyl-1-(4-(trifluoromethyl)phenyl)prop-2-yn-1-yl)aniline C1(=CC=CC=C1)C#CC(C1=CC=C(C=C1)C(F)(F)F)NC1=CC=CC=C1